C1=CC=CC=2C3=CC=CC=C3C3(C12)C1=CC=CC=C1NC=1C=CC=CC13 spiro[acridine-9,9'-fluorene]